(S)-3-(5-(aminomethyl)-1-oxoisoindolin-2-yl)-3-methylpiperidine-2,6-dione HCl salt Cl.NCC=1C=C2CN(C(C2=CC1)=O)[C@@]1(C(NC(CC1)=O)=O)C